OC=1C(C=CC2=NC3=CC=CC=C3OC12)=O 4-Hydroxy-3-phenoxazinone